C(C=C)(=O)N1[C@H](CN(CC1)C1=NC(=NC2=CC(=CC=C12)C1=CC=CC2=CC=CC(=C12)Cl)OC[C@H]1N(C[C@@H](C1)F)C)CC#N 2-((S)-1-acryloyl-4-(7-(8-chloronaphthalen-1-yl)-2-((((2S,4R)-4-fluoro-1-methylpyrrolidin-2-yl)methoxy))quinazolin-4-yl)piperazin-2-yl)acetonitrile